OC(CC(=O)OCCCCCCCC)(CC(=O)OCCCCCCCC)C(=O)OCCCCCCCC trioctyl (2-hydroxypropane-1,2,3-tricarboxylate)